7-chloro-1-iodo-2,6-naphthyridine ClC1=NC=C2C=CN=C(C2=C1)I